Methyl (2S)-2-[[allyl(phenoxy)phosphoryl]amino]propanoate C(C=C)P(=O)(OC1=CC=CC=C1)N[C@H](C(=O)OC)C